1-(5-((2,3-dimethoxyphenyl)amino)-7-(methylamino)pyrazolo[1,5-a]pyrimidin-3-yl)-3-methylurea COC1=C(C=CC=C1OC)NC1=NC=2N(C(=C1)NC)N=CC2NC(=O)NC